N-(1-(tert-butyl)-6-cyano-4,7-difluoro-1H-benzo[d]imidazol-2-yl)-3,3-dimethylbutanamide C(C)(C)(C)N1C(=NC2=C1C(=C(C=C2F)C#N)F)NC(CC(C)(C)C)=O